N-[1-(2-chlorophenyl)cyclopropyl]-5-[5-(trifluoromethyl)-1,2,4-oxadiazol-3-yl]pyrimidin-2-amine ClC1=C(C=CC=C1)C1(CC1)NC1=NC=C(C=N1)C1=NOC(=N1)C(F)(F)F